FC1(CN(CC1NC1=NC(=CC=C1)C1=CN=C2N1C=C(C(=C2)OC)C=2C=NN1N=CC=CC12)C(=O)OC(C)(C)C)F tert-butyl 3,3-difluoro-4-((6-(7-methoxy-6-(pyrazolo[1,5-b]pyridazin-3-yl)imidazo[1,2-a]pyridin-3-yl)pyridin-2-yl)amino)pyrrolidine-1-carboxylate